COC1=CC=C(CC2C(C3=C(N=C(N=C3N)C=C)N2C2=CC=C(C=C2)OC2=CC=CC=C2)(C)C)C=C1 (4-methoxybenzyl)-5,5-dimethyl-7-(4-phenoxyphenyl)-2-vinyl-6,7-dihydro-5H-pyrrolo[2,3-d]pyrimidin-4-amine